N1=CC(=CC=C1)C=1CC=NCC1 3',6'-dihydro-[3,4'-bipyridine]